FC1=CC2=C(B(OC2)OCCOB2OCC3=C2C=C(C(=C3)F)F)C=C1F 1,2-bis((5,6-difluorobenzo[c][1,2]oxaborol-1(3H)-yl)oxy)ethane